2,4,6-tris(tribromomethyl)-sym-triazine BrC(C1=NC(=NC(=N1)C(Br)(Br)Br)C(Br)(Br)Br)(Br)Br